C1(CC1)C=1C(=C2C=CNC2=C(C1)C)CN1[C@@H](CC2(CC(C2)(F)F)CC1)C1=CC=C(C(=O)O)C=C1 (S)-4-(7-((5-cyclopropyl-7-methyl-1H-indol-4-yl)methyl)-2,2-difluoro-7-azaspiro[3.5]nonan-6-yl)benzoic acid